N-(2-acetyl-5-chlorophenyl)-2-chloro-5-cyanobenzamide C(C)(=O)C1=C(C=C(C=C1)Cl)NC(C1=C(C=CC(=C1)C#N)Cl)=O